N-(methylsulfonyl)-5-azaspiro[2.4]heptane-6-carboxamide hydrochloride Cl.CS(=O)(=O)NC(=O)C1NCC2(CC2)C1